C1(CC1)[C@H](C)N1C(C2=C(C=C(C=C2C1)N1CC=2N(CC1)N=C(C2)NC(C)=O)OC(F)F)=O (S)-N-(5-(2-(1-cyclopropylethyl)-7-(difluoromethoxy)-1-oxoisoindolin-5-yl)-4,5,6,7-tetrahydropyrazolo[1,5-a]pyrazin-2-yl)acetamide